NC1=C(C=C(C=C1)C1=CC2=C(N=C(N=C2)SC)N(C1=O)CCO[Si](C)(C)C(C)(C)C)F 6-(4-Amino-3-fluoro-phenyl)-8-[2-[tert-butyl(dimethyl)silyl]oxyethyl]-2-methylsulfanyl-pyrido[2,3-d]pyrimidin-7-one